1-(2-((4-(dimethylamino) butanoyl) oxy)-3-((7-((2-hexyldecyl) oxy)-7-oxoheptanoyl) oxy) propyl) 8-(heptadecan-9-yl) suberate C(CCCCCCC(=O)OC(CCCCCCCC)CCCCCCCC)(=O)OCC(COC(CCCCCC(=O)OCC(CCCCCCCC)CCCCCC)=O)OC(CCCN(C)C)=O